OC(C)(C)C=1C(=CC2=CN(N=C2C1)C1CCN(CC1)C1CCN(CC1)C(=O)OC(C)(C)C)NC(C1=NC(=CC=C1)C(F)(F)F)=O tert-butyl 4-(6-(2-hydroxypropan-2-yl)-5-(6-(trifluoromethyl)picolinamido)-2H-indazol-2-yl)-[1,4'-bipiperidine]-1'-carboxylate